4-[(benzyloxy)methyl]-6-bromo-2H-1,2,4-triazine-3,5-dione C(C1=CC=CC=C1)OCN1C(NN=C(C1=O)Br)=O